octylnonyl 9-aminononanoate NCCCCCCCCC(=O)OC(CCCCCCCC)CCCCCCCC